methyl (R)-4-((3-amino-2-oxopyrrolidin-1-yl)methyl)benzoate N[C@H]1C(N(CC1)CC1=CC=C(C(=O)OC)C=C1)=O